[Si](C)(C)(C(C)(C)C)OC=1C=C2C(=NN(C2=CC1)C1OCCCC1)C=1C=C(C=NC1)CCOCCOCCO 2-[2-[2-[5-[5-[tert-butyl(dimethyl)silyl]oxy-1-tetrahydropyran-2-yl-indazol-3-yl]-3-pyridyl]ethoxy]ethoxy]ethanol